prop-2-enyl (3S)-4-(dimethylamino)-3-[[(2S)-2-[9H-fluoren-9-ylmethoxycarbonyl(methyl)amino]-4-methylpentanoyl]-methylamino]-4-oxobutanoate CN(C([C@H](CC(=O)OCC=C)N(C)C([C@H](CC(C)C)N(C)C(=O)OCC1C2=CC=CC=C2C=2C=CC=CC12)=O)=O)C